CC(CC(C)(C)C)(C)SSC(CC(C)(C)C)(C)C bis(1,1,3,3-tetramethylbutyl) disulfide